(1-((1-(6-((2-amino-2-oxo-1-phenylethyl)thio)-3,5-dicyano-4-cyclopropylpyridin-2-yl)piperidin-4-yl)amino)-2-methyl-1-oxopropan-2-yl)carbamic acid tert-butyl ester C(C)(C)(C)OC(NC(C(=O)NC1CCN(CC1)C1=NC(=C(C(=C1C#N)C1CC1)C#N)SC(C(=O)N)C1=CC=CC=C1)(C)C)=O